C(C)OC(=O)C=1C(=NN2C1N=C(C=C2)C)N 2-amino-5-methylpyrazolo[1,5-a]pyrimidine-3-carboxylic acid ethyl ester